FC=1C=C(C=C(C1)F)[C@@H]1CC[C@H]2OC3(C(N21)=O)CCN(CC3)C(=O)C=3SC=2C=NC=CC2N3 (5'S,7a'R)-5'-(3,5-difluorophenyl)-1-([1,3]thiazolo[5,4-c]-pyridine-2-carbonyl)-tetrahydro-3'H-spiro-[piperidine-4,2'-pyrrolo[2,1-b][1,3]-oxazol]-3'-one